4,8-dimethyldec-7-en-2-one CC(CC(C)=O)CCC=C(CC)C